9-isopropyl-8-methyl-N-(5-(piperazin-1-yl)pyridin-2-yl)-6,8-dihydro-5H-pyrazolo[3,4-H]quinolin-2-amine C(C)(C)C=1N(N=C2CCC=3C=CC(=NC3C21)NC2=NC=C(C=C2)N2CCNCC2)C